ClC1=CC(=C(OCC2=NC=CC(=N2)OC2CCN(CC2)CC2=NC3=C(N2C[C@H]2OCC2)C=CC=C3)C=C1)F 2-{[4-({2-[(4-chloro-2-fluorophenoxy)methyl]pyrimidin-4-yl}oxy)piperidin-1-yl]methyl}-1-{[(2S)-oxetan-2-yl]methyl}-1H-1,3-benzodiazole